1-(4-((2-(trifluoromethyl)benzyl)amino)pyrido[2,3-d]pyrimidin-2-yl)piperidine FC(C1=C(CNC=2C3=C(N=C(N2)N2CCCCC2)N=CC=C3)C=CC=C1)(F)F